ClC1=CC=C(COC2=NN=C(S2)NC(=O)C2=CC=3N(C=C2C2=C(C=CC=C2)OC)C=CN3)C=C1 N-(5-((4-chlorobenzyl)oxy)-1,3,4-thiadiazol-2-yl)-6-(2-methoxyphenyl)imidazo[1,2-a]pyridine-7-carboxamide